rac-tert-butyl ((1s,3s)-3-(4-(2-chloro-4-(1-methyl-5-(3-(trifluoromethyl)-1H-pyrazol-4-yl)-1H-imidazole-2-carboxamido)benzoyl)piperazine-1-carboxamido)cyclobutyl)carbamate ClC1=C(C(=O)N2CCN(CC2)C(=O)NC2CC(C2)NC(OC(C)(C)C)=O)C=CC(=C1)NC(=O)C=1N(C(=CN1)C=1C(=NNC1)C(F)(F)F)C